N1C(=NC2=C1C=CC=C2)C=2C=C1CN(C(C1=CC2)=O)C2C(NC(CC2)=O)=O 3-(5-(1H-benzo[d]imidazol-2-yl)-1-oxoisoindolin-2-yl)piperidine-2,6-dione